The molecule is a withanolide that is the 23-hydroxy derivative of tubocapsanolide A. Isolated from Tubocapsicum anomalum, it exhibits cytotoxic activity. It has a role as an antineoplastic agent. It is a delta-lactone, a 4-hydroxy steroid, an enone, an ergostanoid, a secondary alcohol, a withanolide, a 23-hydroxy steroid and an epoxy steroid. It derives from a tubocapsanolide A. CC1=C(C(=O)O[C@H]([C@H]1O)[C@@H](C)[C@]23[C@H](O2)C[C@@H]4[C@@]3(CC[C@H]5[C@H]4C[C@@H]6[C@]7([C@@]5(C(=O)C=C[C@@H]7O)C)O6)C)C